C(C)(C)(C)C1OC12CCNCC2 tert-butyl-1-oxa-6-azaspiro[2.5]octane